20-(oleoyloxy)eicosanoic acid C(CCCCCCC\C=C/CCCCCCCC)(=O)OCCCCCCCCCCCCCCCCCCCC(=O)O